(6-aminopyridin-3-yl)(5-(4-(trifluoromethyl)phenoxy)-3,4-dihydroisoquinolin-2(1H)-yl)methanone NC1=CC=C(C=N1)C(=O)N1CC2=CC=CC(=C2CC1)OC1=CC=C(C=C1)C(F)(F)F